N-(4-bromopyridin-2-yl)-3-{4,7-diazaspiro[2.5]octan-7-yl}propanamide BrC1=CC(=NC=C1)NC(CCN1CCNC2(CC2)C1)=O